ClC1=CC=C(C=C1)S(=O)(=O)NC=1C(=NN(C1C(=O)N[C@@H](C)C(C)(C)C)C)C1=CC=NC=C1 (S)-4-((4-chlorophenyl)sulfonamido)-N-(3,3-dimethylbutan-2-yl)-1-methyl-3-(pyridin-4-yl)-1H-pyrazole-5-carboxamide